ClC1=C(C=CC=C1N1C(NC2=NC(=CN=C2C1=O)Cl)=O)NC(=O)C1=NN(C=C1)C N-(2-chloro-3-(7-chloro-2,4-dioxo-1,2-dihydropteridine-3(4H)-yl)phenyl)-1-methyl-1H-pyrazole-3-carboxamid